COC=1C=C(CN2C(SC(C2=O)=CC2=CC=C(C=C2)[N+](=O)[O-])=O)C=CC1 3-(3-methoxybenzyl)-5-(4-nitrobenzylidene)thiazolidine-2,4-dione